C12C3C(C(C=C1)C2)C(NC3=O)=O bicyclo[2.2.1]hept-5-ene-2,3-dicarboximide